CC1=C(C(=CC=C1)C)NC(=O)C1NCCCC1 N-(2',6'-dimethylphenyl)-2-piperidinformamide